1,3-divinyltetrakis(trimethylsiloxy)disiloxane C(=C)[Si](O[Si](C=C)(O[Si](C)(C)C)O[Si](C)(C)C)(O[Si](C)(C)C)O[Si](C)(C)C